2'-acetyl-4-((3,5-difluoropyridin-2-yl)methoxy)-5',6-dimethyl-2H-[1,4'-bipyridine] C(C)(=O)C1=NC=C(C(=C1)N1CC=C(C=C1C)OCC1=NC=C(C=C1F)F)C